dl-2-phenylpropionic acid CC(C1=CC=CC=C1)C(=O)O